C12CNCC(CNC1)C2 3,7-diazabicyclo[3.3.1]nonan